Cl.CN1C(=NN=C1N)C(=O)O.C(C)(=O)OCCN(C[C@@H]1CC[C@H](CO1)NC(=O)OC(C)(C)C)C(C)=O 6-[(2-Acetoxyethyl)(acetyl)amino]-1,5-anhydro-2-{(tert-butoxycarbonyl)amino}-2,3,4,6-tetradeoxy-D-erythro-hexitol methyl-5-amino-4H-1,2,4-triazole-3-carboxylate hydrochloride